S(=O)(=O)([O-])[O-].[Na+].[Na+] [35S]-sodium sulfate